CCC(CC)N=C=S 3-Pentane isothiocyanate